methylpropylketoxime CC(=NO)CCC